FC(C=O)=CC1=NC=C(C=C1)C 2-fluoro-3-(5-methylpyridin-2-yl)prop-2-en-1-one